(3RS,5SR)-5-{2-[(4-sulfamoylphenyl)amino]pyrimidin-5-yl}oxolan-3-yl N-[(2S)-butan-2-yl]carbamate C[C@@H](CC)NC(O[C@H]1CO[C@@H](C1)C=1C=NC(=NC1)NC1=CC=C(C=C1)S(N)(=O)=O)=O |&1:7,10|